CC1=CC=C(C=C1)S(=O)(=O)O.ClC=1C=C(C=C(C1)Cl)C1CNCC1 3-(3,5-dichlorophenyl)pyrrolidine 4-methylbenzenesulfonate